7-methoxy-9-[(propan-2-yl)amino]-1H,2H,3H-cyclopenta[b]quinolin COC1=CC=2C(=C3C(=NC2C=C1)CCC3)NC(C)C